CSC(C(=O)N1C(CCCC1)C=1NC=C(N1)C1=CC=C(C=C1)CCC)C 2-(methylthio)-1-(2-(4-(4-propylphenyl)-1H-imidazol-2-yl)piperidin-1-yl)propan-1-one